C[C@@H](O)C1=CC=NC=C1 R-(+)-alpha-methyl-4-pyridinemethanol